N,N-bis(2-aminopropyl)terephthalamide NC(CN(C(C1=CC=C(C(=O)N)C=C1)=O)CC(C)N)C